ClC1=CC2=C(NS(N(C2)CCOC)(=O)=O)C(=C1C)[N+](=O)[O-] 6-chloro-3-(2-methoxyethyl)-7-methyl-8-nitro-3,4-dihydro-1H-benzo[c][1,2,6]thiadiazine 2,2-dioxide